phosphoric acid tri(2-chloroethyl) ester ClCCOP(OCCCl)(OCCCl)=O